N1=C(C=CC=C1)COC=1C(=CC2=CC=CC=C2C1)C(=O)OC methyl 3-(1-(pyridin-2-yl) methoxy)-2-naphthoate